di(naphthyl)(naphthyl)(biphenyl) C1(=CC=CC2=CC=CC=C12)C1=C(C(=C(C=C1)C1=CC=CC=C1)C1=CC=CC2=CC=CC=C12)C1=CC=CC2=CC=CC=C12